ClC1=CC=CC=N1 6-chloro-pyridin